(3S,4S)-4-amino-1-(5-(6-ethoxy-1H-pyrazolo[3',4':3,4]pyrazolo[1,5-a]pyridin-4-yl)pyrazin-2-yl)-3-hydroxypiperidine hydrochloride Cl.N[C@@H]1[C@H](CN(CC1)C1=NC=C(N=C1)C=1C=2N(C=C(C1)OCC)N=C1C2C=NN1)O